tert-butyl 3-(5-ethyl-4-hydroxypyrimidin-2-yl)pyrrolidine-1-carboxylate C(C)C=1C(=NC(=NC1)C1CN(CC1)C(=O)OC(C)(C)C)O